FC1=C(C=CC=C1)NC1=CC=C2C(=NNC2=C1)NC(C1=CC=C(C=C1)N1CCN(CC1)C)=O N-(6-((2-fluorophenyl)amino)-1H-indazol-3-yl)-4-(4-methylpiperazin-1-yl)benzamide